1-(3-((1-(2,6-dioxopiperidin-3-yl)-2,5-dioxo-2,5-dihydro-1H-pyrrol-3-yl)amino)phenethyl)-3-(4-methyl-3-(trifluoromethyl)phenyl)urea O=C1NC(CCC1N1C(C(=CC1=O)NC=1C=C(CCNC(=O)NC2=CC(=C(C=C2)C)C(F)(F)F)C=CC1)=O)=O